N-methoxy-4-((5-fluoro-2-methoxy-3-(5-methyl-pyrazin-2-yl)phenyl)amino)-6-((6-fluoro-2-methyl-pyridin-3-yl)-amino)nicotinamide CONC(C1=CN=C(C=C1NC1=C(C(=CC(=C1)F)C1=NC=C(N=C1)C)OC)NC=1C(=NC(=CC1)F)C)=O